C1(CC1)[C@H](C1=CC=2N(N=C1)C=C(N2)[C@@H](NC(=O)C2=NON=C2N2CCOCC2)C2CCC(CC2)(F)F)NC(CC2CC(C2)(F)F)=O N-((S)-(7-((R)-Cyclopropyl(2-(3,3-difluorocyclobutyl)acetamido)methyl)imidazo[1,2-b]pyridazin-2-yl)(4,4-difluorocyclohexyl)methyl)-4-morpholino-1,2,5-oxadiazole-3-carboxamide